N-(tert-butoxycarbonyl)-beta-alanine CC(C)(C)OC(=O)NCCC(=O)O